e-laurolactam C1(CCCCCCCCCCCN1)=O